CC1=C(N)C=CC(=C1)[C@@H]1CC[C@H](CC1)CCC 2-methyl-4-(trans-4'-propylcyclohexyl)aniline